C(\C=C\C(=O)OC)(=O)OCC(N(CC1=CC=CC=C1)CC(=O)OCC)=O {N-[(ethoxycarbonyl)methyl]-N-benzylcarbamoyl}methyl methyl (2E)-but-2-ene-1,4-dioate